COC(=O)[C@]1(N(C[C@@H](C1)OCC1=CC=C(C=C1)OC)C(=O)OC(C)(C)C)CC=C (2S,4R)-2-allyl-4-((4-methoxybenzyl)oxy)pyrrolidine-1,2-dicarboxylic acid 1-(tert-butyl) 2-methyl ester